(S)-8-chloro-4-((3-chloro-4-fluorophenyl)amino)-6-(((1-(2-hydroxyethyl)-1H-1,2,3-triazol-4-yl)(pyridin-3-yl)methyl)amino)quinoline-3-carbonitrile ClC=1C=C(C=C2C(=C(C=NC12)C#N)NC1=CC(=C(C=C1)F)Cl)N[C@@H](C=1C=NC=CC1)C=1N=NN(C1)CCO